C1(=CC=CC=C1)CCCCP(=O)(O)CC(C(=O)O)CCC(=O)O 2-[[(4-phenylbutyl)hydroxyphosphinyl]methyl]glutaric acid